(3R,4S)-4-fluoropyrrolidin-3-ol hydrochloride Cl.F[C@@H]1[C@@H](CNC1)O